FC1(CCNCC1)CCO 2-(4-fluoropiperidin-4-yl)ethan-1-ol